1-(7-((6-fluoro-5-(imidazo[1,2-a]pyrimidin-6-yl)-4-methoxypyrrolo[2,1-f][1,2,4]triazin-2-yl)amino)-2-azaspiro[3.5]nonan-2-yl)ethan-1-one FC=1C(=C2C(=NC(=NN2C1)NC1CCC2(CN(C2)C(C)=O)CC1)OC)C=1C=NC=2N(C1)C=CN2